CN(C1CCN(CC1)C1=CC=C(C=N1)C1=CC=2C=3N(C=NC2C=C1)N(C(C3N3C[C@@H](O[C@@H](C3)C)C)=O)C)C 9-(6-(4-(dimethylamino)piperidin-1-yl)pyridin-3-yl)-1-((2s,6r)-2,6-dimethylmorpholinyl)-3-methylpyrazolo[1,5-c]quinazolin-2(3H)-one